N-(4-(2-(((3S,5R)-5-(difluoromethyl)piperidin-3-yl)amino)-8-isopropyl-7-oxo-7,8-dihydropyrido[2,3-d]pyrimidin-6-yl)-2,6-difluorophenyl)-3,3,3-trifluoropropane-1-sulfonamide FC([C@@H]1C[C@@H](CNC1)NC=1N=CC2=C(N1)N(C(C(=C2)C2=CC(=C(C(=C2)F)NS(=O)(=O)CCC(F)(F)F)F)=O)C(C)C)F